(4S)-1,4,5,6-tetrahydropyrimidine-4-carboxylic acid N1C=N[C@@H](CC1)C(=O)O